4-[[(2R,3s,4s,5s)-3-(3,4-difluoro-2-methoxy-phenyl)-4,5-dimethyl-5-(trifluoromethyl)tetrahydrofuran-2-carbonyl]amino]-6-fluoro-pyridine-2-carboxamide FC=1C(=C(C=CC1F)[C@H]1[C@@H](O[C@@]([C@H]1C)(C(F)(F)F)C)C(=O)NC1=CC(=NC(=C1)F)C(=O)N)OC